COC1=CC=CC=2C3=C(N(C12)C)C(NN=C3)=O 6-methoxy-5-methyl-3,5-dihydro-4H-pyridazino[4,5-b]indol-4-one